N-(2-((4-methoxyphenyl)ethynyl)phenyl)acetamide COC1=CC=C(C=C1)C#CC1=C(C=CC=C1)NC(C)=O